ClC1=C(C=CC(=C1)OC1=CC2=C(N(N=N2)C)C=C1)NC1=NC=NC2=C1N=C(N=C2)N2CCN(CC2)C(C=C)=O 1-(4-(8-((2-chloro-4-((1-methyl-1H-benzo[d][1,2,3]triazol-5-yl)oxy)phenyl)amino)pyrimido[5,4-d]pyrimidin-2-yl)piperazin-1-yl)prop-2-en-1-one